CC1CCC(C(C1)O)C(C)C 5-methyl-2-isopropyl-cyclohexanol